5-(2,3-dihydroxypropoxy)-1,6-naphthyridin-4(1H)-one OC(COC1=C2C(C=CNC2=CC=N1)=O)CO